2-(2-((3R,4R)-3-Amino-4-fluoropiperidin-1-yl)-4-cyano-6-fluoro-1H-benzo[d]imidazol-1-yl)-N-methyl-N-(2,2,2-trifluoroethyl)acetamid N[C@@H]1CN(CC[C@H]1F)C1=NC2=C(N1CC(=O)N(CC(F)(F)F)C)C=C(C=C2C#N)F